C1(CCCC1)C=1N=CC(=NC1)NC(C1=C(C=CC(=C1)[N+](=O)[O-])SC1=NN=NN1C)=O N-(5-cyclopentylpyrazin-2-yl)-2-[(1-methyl-1H-1,2,3,4-tetrazol-5-yl)sulfanyl]-5-nitrobenzamide